4-(3,6-difluoro-2-methylphenyl)-5-[4-(17-hydroxy-3,6,9,12,15-pentaoxaheptadecan-1-yl)benzoyl]-1H-pyrrole-3-carboxylic acid FC=1C(=C(C(=CC1)F)C=1C(=CNC1C(C1=CC=C(C=C1)CCOCCOCCOCCOCCOCCO)=O)C(=O)O)C